2-[7-[[5-(trifluoromethyl)isothiazol-3-yl]methyl]-2,7-diazaspiro[3.5]nonane-2-carbonyl]-2,5-diazaspiro[3.4]octan-6-one FC(C1=CC(=NS1)CN1CCC2(CN(C2)C(=O)N2CC3(C2)NC(CC3)=O)CC1)(F)F